[Cl-].[Cl-].C(C)[Si](=[Zr+2](C1C(=CC2=C(C=CC=C12)C1=CC=C(C=C1)C(C)(C)C)C(C)C)C1C(=C(C2=C(C=CC=C12)C1=CC=C(C=C1)C(C)(C)C)CCCCCCOC(C)(C)C)C)CC Diethyl-silanediyl(3-(6-(tert-butoxy)hexyl)-4-(4-(tert-butyl)phenyl)-2-methyl-1H-inden-1-yl)(4-(4-(tert-butyl)phenyl)-2-isopropyl-1H-inden-1-yl)Zirconium dichloride